FC(CN1N=C(C(=C1)C1=CN=C2N1C=CN=C2NC2=CC(=C(C=C2)C(=O)N2CC1(CNC1)CC2)CC)C(F)(F)F)F (4-((3-(1-(2,2-difluoroethyl)-3-(trifluoromethyl)-1H-pyrazol-4-yl)imidazo[1,2-a]pyrazin-8-yl)amino)-2-ethylphenyl)(2,6-diazaspiro[3.4]octan-6-yl)methanone